FC1=CC(=CC2=CC=3C[C@@](CCC3N=C12)(C(C)C)F)C(=O)N[C@H](CC[NH+]1CCC(CC1)C(C)O)C=1C=NC(=CC1)C1=CN=NC=C1 (7S)-4,7-difluoro-7-isopropyl-N-[(1R)-3-[4-(1-hydroxyethyl)piperidin-1-ium-1-yl]-1-(6-pyridazin-4-yl-3-pyridyl)propyl]-6,8-dihydro-5H-acridine-2-carboxamide